(R)-3-Phenyl-pyrrolidine-1-carboxylic acid (2-dimethylamino-2-thiophen-3-yl-ethyl)-amide CN(C(CNC(=O)N1C[C@H](CC1)C1=CC=CC=C1)C1=CSC=C1)C